CC1=CC(=NN1COCC[Si](C)(C)C)CO (5-methyl-1-((2-(trimethylsilyl)ethoxy)methyl)-1H-pyrazol-3-yl)methanol